ClCC=1OCC(N1)(C(=O)OC)OC methyl 2-(chloromethyl)-4-methoxy-4,5-dihydrooxazole-4-carboxylate